N[C@@H]1[C@@H](OCC12CCN(CC2)C=2NC(C1=C(N2)NN=C1C1(CC1)C1=C(C(=CC=C1)Cl)Cl)=O)C 6-((3S,4S)-4-amino-3-methyl-2-oxa-8-azaspiro[4.5]decan-8-yl)-3-(1-(2,3-dichlorophenyl)cyclopropyl)-1,5-dihydro-4H-pyrazolo[3,4-d]pyrimidin-4-one